NC1=NC(=NC2=C1NC(N(C2)CC2=CC=C(C=C2)CN2CCCC2)=O)OCCCC 8-amino-6-butoxy-3-(4-(pyrrolidin-1-ylmethyl)benzyl)-3,4-dihydropyrimido[5,4-d]pyrimidin-2(1H)-one